C[C@@H]1CN(CCN1C)C1=C(C=C(C(=C1)OC)NC1=NC=NC(=C1)N1OCC[C@@H]1C1=CC(=CC=C1)C(F)(F)F)NC(C=C)=O N-(2-((R)-3,4-dimethylpiperazin-1-yl)-4-methoxy-5-((6-((R)-3-(3-(trifluoromethyl)phenyl)isooxazolidin-2-yl)pyrimidin-4-yl)amino)phenyl)acrylamide